(S)-3-((7-((tert-butoxycarbonyl)(4-(thiazol-2-yl)benzyl)amino)-3-cyclopropylpyrazolo[1,5-a]pyrimidin-5-yl)amino)pyrrolidine-1-carboxylic acid tert-butyl ester C(C)(C)(C)OC(=O)N1C[C@H](CC1)NC1=NC=2N(C(=C1)N(CC1=CC=C(C=C1)C=1SC=CN1)C(=O)OC(C)(C)C)N=CC2C2CC2